tert-butyl 3-(2-chloropyrimidin-4-yl)-8-azabicyclo[3.2.1]oct-2-ene-8-carboxylate ClC1=NC=CC(=N1)C1=CC2CCC(C1)N2C(=O)OC(C)(C)C